C(CCCCCNC(=O)N(CCO)CCO)NC(=O)N(CCO)CCO 1,1'-(hexane-1,6-diyl)bis(3,3-bis(2-hydroxyethyl)urea)